tert-Butyl(1-(4-chlorophenyl)-1-oxopropan-2-yl)carbamate C(C)(C)(C)OC(NC(C(=O)C1=CC=C(C=C1)Cl)C)=O